1-(4-hydroxyphenyl)-2-((3aR,5r,6aS)-5-(4-methoxyphenoxy)hexahydrocyclopenta[c]pyrrol-2(1H)-yl)ethanone OC1=CC=C(C=C1)C(CN1C[C@@H]2[C@H](C1)CC(C2)OC2=CC=C(C=C2)OC)=O